C(C)(C)(C)OC(=O)N1[C@H]2CNC[C@@H](C1)CC2 (1S,5R)-3,6-diazabicyclo[3.2.2]nonane-6-carboxylic acid tert-butyl ester